NC1=C(C(=C(C(=C1Cl)Cl)CC(=O)O)Cl)Cl 4-amino-2,3,5,6-tetrachlorophenylacetic acid